Diethyl (3,4-bis((2-(trimethylsilyl)ethoxy)methoxy)benzyl)phosphonate C[Si](CCOCOC=1C=C(CP(OCC)(OCC)=O)C=CC1OCOCC[Si](C)(C)C)(C)C